9-[[2-(2,6-dioxopiperidin-3-yl)-1,3-dioxo-2,3-dihydro-1H-isoindol-4-yl]amino]nonanoic acid O=C1NC(CCC1N1C(C2=CC=CC(=C2C1=O)NCCCCCCCCC(=O)O)=O)=O